COC1=C(C=C(C=C1)OC)CC(CC)N 1-(2,5-dimethoxyphenyl)butan-2-amine